C(C)(C)OC(=O)C=1C(=C(N2C=CC(=C2C1)C1=NC=NN1C)C(C)N1CCNCC1)C 6-methyl-1-(1-methyl-1H-1,2,4-triazol-5-yl)-5-(1-(piperazin-1-yl)ethyl)indolizine-7-carboxylic acid isopropyl ester